C(C)(C)(C)OC(=O)N[C@H](C(=O)N1[C@@H]([C@H]2[C@H]3C=C[C@@H]([C@H]2C1)C3(F)F)C(=O)O)C(C)(C)C (1r,2r,3S,6S,7S)-4-[(2S)-2-[(tert-butoxycarbonyl)amino]-3,3-dimethylbutyryl]-10,10-difluoro-4-azatricyclo[5.2.1.0{2,6}]dec-8-ene-3-carboxylic acid